Methyl 6-(3,5-dimethylpiperidin-1-yl)-1-oxo-2,3-dihydro-1H-pyrrolo[3,4-C]pyridine-4-carboxylate CC1CN(CC(C1)C)C1=CC2=C(C(=N1)C(=O)OC)CNC2=O